ClC1=CC=C2C(=CNC2=C1)S(=O)(=O)NC1=NC(=C(C(=N1)OC)OC(CO)(F)F)OC 6-chloro-N-[5-(1,1-difluoro-2-hydroxy-ethoxy)-4,6-dimethoxy-pyrimidin-2-yl]-1H-indole-3-sulfonic acid amide